tert-butyl (S)-1-((2-oxopyrrolidin-3-yl)methyl)hydrazine-1-carboxylate O=C1NCC[C@H]1CN(N)C(=O)OC(C)(C)C